di-decyloxyamine C(CCCCCCCCC)ONOCCCCCCCCCC